C(C)(C)C1CCC(CC1)CO (4-isopropylcyclohexyl)-methanol